SCC(=O)OC methyl 2-mercaptoacetate